N1(C=NC=C1)C=1N=C(N2C1C=CC=C2)C(=O)NC2CCC1(CN(C1)CC(F)(F)F)CC2 1-(1H-imidazol-1-yl)-N-(2-(2,2,2-trifluoroethyl)-2-azaspiro[3.5]nonan-7-yl)imidazo[1,5-a]pyridine-3-carboxamide